dimethyl 6-[benzyloxycarbonyl-[(1-methyl-4-piperidyl)methyl]amino]undecanedioate C(C1=CC=CC=C1)OC(=O)N(C(CCCCC(=O)OC)CCCCC(=O)OC)CC1CCN(CC1)C